Bromo-1-(methyl-d3)-1H-1,2,4-triazole-5-carbaldehyde BrC1=NN(C(=N1)C=O)C([2H])([2H])[2H]